methyl-hydroxylamine hydrochloride salt Cl.CNO